Cl.N1CC(C1)NC(OC(C)(C)C)=O tert-butyl azetidin-3-ylcarbamate, hydrochloride salt